NC=1C2=C(N=C(N1)C)N(C=C2C=2C=CC(=NC2C)NC(C(C2=CC(=CC=C2)C(F)(F)F)O)=O)C N-(5-(4-amino-2,7-dimethyl-7H-pyrrolo[2,3-d]pyrimidin-5-yl)-6-methylpyridin-2-yl)-2-hydroxy-2-(3-(trifluoromethyl)phenyl)acetamide